tert-butyl (4-((R)-6-chloro-8-fluoro-2-(((2R,7aS)-2-fluorotetrahydro-1H-pyrrolizin-7a(5H)-yl)methoxy)-4-hydroxyquinazolin-7-yl)-3-cyano-7-fluorobenzo[b]thiophen-2-yl)carbamate ClC=1C=C2C(=NC(=NC2=C(C1C1=CC=C(C=2SC(=C(C21)C#N)NC(OC(C)(C)C)=O)F)F)OC[C@]21CCCN1C[C@@H](C2)F)O